2-ethynyl-N-(4-(1-methyl-1H-pyrazol-3-yl)benzyl)thiazole-4-carboxamide C(#C)C=1SC=C(N1)C(=O)NCC1=CC=C(C=C1)C1=NN(C=C1)C